FC=1C=C2C(N(CN(C2=CC1)C1=C(C=C(C=C1)F)C(C)C)C=1C(=NC(=CC1)OC)C)=O 6-fluoro-1-(4-fluoro-2-isopropylphenyl)-3-(6-methoxy-2-methylpyridin-3-yl)-2,3-dihydroquinazolin-4(1H)-one